O=C1[C@@]2(C=3C(=NC=CC3)N1)CC1=C(C=NC(=C1)C(=O)OC)C2 (S)-methyl 2'-oxo-1',2',5,7-tetrahydrospiro[cyclopenta[c]pyridine-6,3'-pyrrolo[2,3-B]pyridine]-3-carboxylate